C1(=CC(=CC=C1)/C=C/C(=O)C1=C(C(=C(C=C1)OC)OC)OC)C (E)-3-(m-tolyl)-1-(2,3,4-trimethoxyphenyl)prop-2-en-1-one